FC(C(=O)[O-])(F)F.FC=1C(=CC=C(C1)[NH3+])C(F)(F)F 5-fluoro-4-(trifluoromethyl)benzenaminium trifluoroacetate